5-(1H-pyrazol-4-yl)-2-[7-(1,2,3,6-tetrahydropyridin-4-yl)thieno[3,2-c]pyridazin-3-yl]phenol N1N=CC(=C1)C=1C=CC(=C(C1)O)C1=CC2=C(N=N1)C(=CS2)C=2CCNCC2